F\C(=C/CN)\CS(=O)(=O)C=1C=NC(=CC1)C (Z)-3-Fluoro-4-(6-methylpyridin-3-ylsulfonyl)but-2-en-1-amin